ClC=1C=C2CCN(CC2=CC1)N 6-chloro-3,4-dihydroisoquinolin-2(1H)-amine